methyl 2-(2',4'-dimethyl-[1,1'-biphenyl]-2-yl)-3-ethyl-6-fluoroimidazo[1,2-a]pyridine-7-carboxylate CC1=C(C=CC(=C1)C)C1=C(C=CC=C1)C=1N=C2N(C=C(C(=C2)C(=O)OC)F)C1CC